ClC=1N=CC=2C(N1)=NNC2C(F)(F)F 6-chloro-3-(trifluoromethyl)-2H-pyrazolo[3,4-d]pyrimidine